O1C=C(C=C1)C(=O)NC=1C=CC2=C(C(=CS2)C=2CC3CCCCN3CC2)C1 5-(3-furoyl)amino-3-(1,4,5,6,7,8,9-heptahydroquinolizin-2-yl)-benzothiophene